NCC1C(C1)C1=C(C=C(C=C1)NC1=NC=2N(C(=C1)NC1CC1)N=CC2)CS(=O)(=O)C 5-((4-(2-(Aminomethyl)cyclopropyl)-3-((methylsulfonyl)methyl)phenyl)amino)-7-(cyclopropylamino)pyrazolo[1,5-a]pyrimidin